5-(4-piperidinyl)-1,3,4-oxadiazole N1CCC(CC1)C1=NN=CO1